COCC1N(CCN(C1)C)C1=CC=C(N)C=C1 4-(2-(methoxymethyl)-4-methylpiperazin-1-yl)aniline